tert-butyl 4-(4-chloro-9H-pyrido[2',3':4,5]pyrrolo[2,3-d]pyrimidin-7-yl)piperidine-1-carboxylate ClC=1C2=C(N=CN1)NC1=C2N=CC(=C1)C1CCN(CC1)C(=O)OC(C)(C)C